ClC=1C=C(C=NC1)C=1CCN(CC1)CC=1C=C2C(N(C(C2=CC1)=O)C1C(NC(CC1)=O)=O)=O 5-((5-chloro-3',6'-dihydro-[3,4'-bipyridyl]-1'(2'H)-yl)methyl)-2-(2,6-dioxopiperidin-3-yl)isoindoline-1,3-dione